C(C)(C)(C)OC(=O)N1C(C2(C1)CCC2)OCCC=O (3-oxopropoxy)-2-azaspiro[3.3]Heptane-2-carboxylic acid tert-butyl ester